4-((6-oxa-3-azabicyclo[3.1.1]heptan-3-yl)sulfonyl)-2-methoxyaniline C12CN(CC(O1)C2)S(=O)(=O)C2=CC(=C(N)C=C2)OC